(1s,4s)-4-(5-bromo-2-chloro-7H-pyrrolo[2,3-d]pyrimidin-7-yl)cyclohexan-1-ol BrC1=CN(C=2N=C(N=CC21)Cl)C2CCC(CC2)O